N-([1,1'-biphenyl]-4-yl)-N-(4-bromophenyl)-9,9-dimethyl-9H-fluorene-2-amine C1(=CC=C(C=C1)N(C1=CC=2C(C3=CC=CC=C3C2C=C1)(C)C)C1=CC=C(C=C1)Br)C1=CC=CC=C1